4-(4-(6-(1-((1R,2S,3R,5S)-2-fluoro-8-azabicyclo[3.2.1]octan-3-yl)vinyl)pyridazin-3-yl)-3-hydroxyphenyl)-1-methyl-1,3,5-triazin-2(1H)-one F[C@@H]1[C@H]2CC[C@@H](C[C@@H]1C(=C)C1=CC=C(N=N1)C1=C(C=C(C=C1)C1=NC(N(C=N1)C)=O)O)N2